ClC1=CC=C(C=C1)N1CCCN(S1(=O)=O)CC(=O)NC1C2CC3(CC(CC1C3)C2)C(=O)O 4-(2-(6-(4-chlorophenyl)-1,1-dioxido-1,2,6-thiadiazinan-2-yl)acetamido)adamantane-1-carboxylic acid